[Br-].C(C)OC(C(F)[P+](C1=CC=CC=C1)(C1=CC=CC=C1)C1=CC=CC=C1)=O (2-Ethoxy-1-fluoro-2-oxoethyl)triphenylphosphonium bromide